ethyl 2-chlorobenzo[d]thiazole-5-carboxylate ClC=1SC2=C(N1)C=C(C=C2)C(=O)OCC